OCN1C(C(CCC1=O)N1C(C2=CC=C(C=C2C1)N1C(N([C@@H](C1)C)C1=CC=CC=C1)=O)=O)=O 1-(hydroxymethyl)-3-(5-((R)-4-methyl-2-oxo-3-phenylimidazolidin-1-yl)-1-oxoisoindolin-2-yl)piperidine-2,6-dione